benzyl 3-((tert-butoxycarbonyl) amino)-4-methoxypyrrolidine-1-carboxylate C(C)(C)(C)OC(=O)NC1CN(CC1OC)C(=O)OCC1=CC=CC=C1